2-Sulfonylterephthalic acid monosodium salt [Na+].S(=O)(=O)=C1C(C(=O)[O-])C=CC(=C1)C(=O)O